O=C1N(N=C2N1[C@@H](CCC2)C(=O)O)CC2=NC(=CC=C2)C(F)(F)F (5S)-3-Oxo-2-{[6-(trifluoromethyl)pyridin-2-yl]methyl}-2,3,5,6,7,8-hexahydro[1,2,4]triazolo[4,3-a]pyridine-5-carboxylic acid